N-{[(9H-fluoren-9-yl)methoxy]carbonyl}-N-[2-({2-[(α-L-fucopyranosyl)oxy]ethyl}amino)-2-oxoethyl]glycine C1=CC=CC=2C3=CC=CC=C3C(C12)COC(=O)N(CC(=O)O)CC(=O)NCCO[C@H]1[C@@H](O)[C@H](O)[C@H](O)[C@@H](O1)C